(isopropyl-acrylamide) oxygen [O].C(C)(C)C(C(=O)N)=C